CN([C@H](C(=O)O)C)C(CCC(C)(S)C)=O (2S)-2-[methyl-(4-methyl-4-sulfanyl-pentanoyl)amino]Propionic acid